(2-chloroethyl)phosphoryl chloride ClCCP(=O)(Cl)Cl